(Z)-4-fluorophenyl-3-(4-fluorophenoxy)-3-phenylacrylate FC1=CC=C(C=C1)OC(\C=C(\C1=CC=CC=C1)/OC1=CC=C(C=C1)F)=O